1,3-diphenyl-3-hydroxy-1-propanethiol C1(=CC=CC=C1)C(CC(O)C1=CC=CC=C1)S